S(=O)(=O)(OCCCCCCCCCCCCCC)[O-].[Na+] SODIUM TETRADECYL SULFATE